COC(C[C@@H](C(=O)O)NC1=C(C=C(C=C1)S(N)(=O)=O)[N+](=O)[O-])=O (S)-4-methoxy-2-((2-nitro-4-sulfamoylphenyl)amino)-4-oxobutanoic acid